ClC=1C(=C(C=C(C1)C1=C(C=CC=C1C)C)[C@H](CC(=O)O)NC([C@H](CC(C)C)N1N=C(C=C(C1=O)C)CCN1CC(C1)F)=O)F (S)-3-(5-chloro-4-fluoro-2',6'-dimethyl-[1,1'-biphenyl]-3-yl)-3-((S)-2-(3-(2-(3-fluoroazetidin-1-yl)ethyl)-5-methyl-6-oxopyridazin-1(6H)-yl)-4-methylpentanamido)propanoic acid